9,9-bis(propionyloxymethyl)fluorene C(CC)(=O)OCC1(C2=CC=CC=C2C=2C=CC=CC12)COC(CC)=O